N-(2-hydroxyethyl)p-toluenesulfonamide OCCNS(=O)(=O)C1=CC=C(C)C=C1